5-iodo-7-{5-[(4-methoxybenzyl)oxy]bicyclo[3.1.1]heptan-1-yl}-3-[2-(methoxymethoxy)-6-methyl-4-(trifluoromethyl)phenyl]-7H-pyrrolo[2,3-c]pyridazine IC1=CN(C=2N=NC(=CC21)C2=C(C=C(C=C2C)C(F)(F)F)OCOC)C21CCCC(C2)(C1)OCC1=CC=C(C=C1)OC